(isopropylidene)-aminooxyacetic acid-2-(hexyloxy)-2-oxoethyl ester C(CCCCC)OC(COC(C(ON)=C(C)C)=O)=O